fumaric acid lithium salt [Li+].C(\C=C\C(=O)[O-])(=O)[O-].[Li+]